ClC1=C(C=CC(=C1)C(F)(F)F)NC(CN1C(=C(C(C=2C1=NC=C(N2)N(C)C)=O)N2C(CNCC2)C)CC)=O N-(2-chloro-4-(trifluoromethyl)phenyl)-2-(2-(dimethylamino)-6-ethyl-7-(2-methylpiperazin-1-yl)-8-oxopyrido[2,3-b]pyrazin-5(8H)-yl)acetamide